N,N-Dipropyl-5-methoxy-tryptamine C(CC)N(CCC1=CNC2=CC=C(C=C12)OC)CCC